N,N-bis(9,9-dimethyl-9H-fluoren-2-yl)-9,9'-spirobi[9H-fluorene]-1-Amine CC1(C2=CC=CC=C2C=2C=CC(=CC12)N(C1=CC=CC=2C3=CC=CC=C3C3(C12)C1=CC=CC=C1C=1C=CC=CC13)C1=CC=3C(C2=CC=CC=C2C3C=C1)(C)C)C